OC(=O)C(F)(F)F.C(C)(C)(C)C1=NC(=NO1)C(=O)NCC1=C(C=C(C=C1)C1=C2C(=NC=C1)SC(=C2)C2=CC=C(C=C2)CN2CCC(CC2)C2=CC=C(C=C2)NC2C(NC(CC2)=O)=O)C tert-butyl-N-[[4-[2-[4-[[4-[4-[(2,6-dioxo-3-piperidyl)amino]phenyl]-1-piperidyl]methyl]phenyl]thieno[2,3-b]pyridin-4-yl]-2-methyl-phenyl]methyl]-1,2,4-oxadiazole-3-carboxamide TFA salt